N1(C=CC2=CC=CC=C12)[C@@H]1CC[C@H](CC1)N1N=CC(=C(C1=O)Cl)NC[C@@H]1COCCC1 2-((trans)-4-(1H-indol-1-yl)cyclohexyl)-4-chloro-5-(((R)-tetrahydro-2H-pyran-3-yl)methylamino)pyridazin-3(2H)-one